FC1=C(OC2=C3C(=NC=C2)N(C=C3C3=C(C(=CC=C3)OC(C)C)F)COCC[Si](C)(C)C)C(=CC(=C1)[N+](=O)[O-])F 4-(2,6-difluoro-4-nitrophenoxy)-3-{2-fluoro-3-[(propan-2-yl)oxy]phenyl}-1-{[2-(trimethylsilyl)ethoxy]methyl}-1H-pyrrolo[2,3-b]pyridine